3-(1-cyclopenten-1-yl)furan C1(=CCCC1)C1=COC=C1